CC1=CC(=NO1)CS(=O)(=O)NC1=C(C(=C(C=C1F)OC1=NC=CC=C1C1=NC(=NC=C1)N[C@@H]1CNC[C@@](C1)(C)F)F)F 1-(5-methylisoxazol-3-yl)-N-(2,3,6-trifluoro-4-((3-(2-(((3S,5S)-5-fluoro-5-methylpiperidin-3-yl)amino)pyrimidin-4-yl)pyridin-2-yl)oxy)phenyl)methanesulfonamide